OCOC=1C=C2C=CC(=CC2=CC1)C1(C2=CC=CC=C2C=2C=CC=CC12)C1=CC2=CC=C(C=C2C=C1)OCO 9,9-bis[6-(1-hydroxy-methoxy)naphthalen-2-yl]Fluorene